C1[C@H]([C@@H]([C@@H](C=C1C(=O)[O-])O)O)OC(=O)/C=C/C2=CC=C(C=C2)O The molecule is the conjugate base of 4-coumaroylshikimic acid; major species at pH 7.3. It is a conjugate base of a 4-coumaroylshikimic acid.